(5-bromo-2-chlorophenyl) (4-fluorophenyl) ketone FC1=CC=C(C=C1)C(=O)C1=C(C=CC(=C1)Br)Cl